N(=[N+]=[N-])CCOCCOCCOCC1=CC=C(C(=O)OC)C=C1 methyl 4-({2-[2-(2-azidoethoxy)ethoxy]ethoxy}methyl)benzoate